NC=1SC2=C(N1)C(=CC1=C2OCCO1)C(C(C)(C)C)O 1-(2-amino-7,8-dihydro-[1,4]dioxino[2',3':3,4]benzo[1,2-d]thiazol-4-yl)-2,2-dimethylpropan-1-ol